4-hydroxy-alpha'-[[[6-(4-phenylbutoxy)hexyl]amino]methyl]-1,3-benzenedimethanol OC1=C(C=C(C=C1)CO)C(O)CNCCCCCCOCCCCC1=CC=CC=C1